FC(OC1=CC=C(C=C1)N1C=2N(CC(C1)CNC(C=C)=O)N=C(C2)C(F)(F)F)(F)F N-((4-(4-(trifluoromethoxy)phenyl)-2-(trifluoromethyl)-4,5,6,7-tetrahydropyrazolo[1,5-a]pyrimidin-6-yl)methyl)acrylamide